CC=1OCC(C1)(C1=CC=CC=C1)C 2,4-dimethyl-4-phenyl-furan